7-((2-Methylpyridin-3-yl)amino)-2-(((tetrahydro-2H-pyran-4-yl)thio)methyl)quinazolin-4(3H)-one CC1=NC=CC=C1NC1=CC=C2C(NC(=NC2=C1)CSC1CCOCC1)=O